trimethylol(tert-butoxycarbonylamino)methane C(O)C(NC(=O)OC(C)(C)C)(CO)CO